ClC=1C=C(C=C(C1)Cl)NC(=O)NCC(=O)O N-(3,5-dichlorophenyl-aminocarbonyl)glycine